N-tert-butyl-2-[2-(2-methoxyethoxy)ethoxy]ethane-1-sulfonamide C(C)(C)(C)NS(=O)(=O)CCOCCOCCOC